CC1=CC(=C(C(=O)NC23CC(C2)(C3)C(F)(F)F)C=C1)NS(=O)(=O)C(C)C 4-methyl-2-((1-methylethyl)sulfonamido)-N-(3-(trifluoromethyl)bicyclo[1.1.1]pentan-1-yl)benzamide